FC(C(=O)O)(F)F.N1CCC2=CC(=CC=C12)C(=O)N 2,3-dihydro-1H-indole-5-carboxamide trifluoroacetate salt